tert-butyl 2-((7-((R)-1-(4-cyano-2-fluorophenyl) ethoxy)-3,4-dihydroisoquinolin-2(1H)-yl) methyl)-1-(((S)-oxetan-2-yl) methyl)-1H-benzo[d]imidazole-6-carboxylate C(#N)C1=CC(=C(C=C1)[C@@H](C)OC1=CC=C2CCN(CC2=C1)CC1=NC2=C(N1C[C@H]1OCC1)C=C(C=C2)C(=O)OC(C)(C)C)F